6,10-bis(t-butoxycarbonyl)-15-hexyl-3,8,13-trioxo-1-phenyl-2-oxa-7,9,14-triazahexadecane-16-oic acid C(C)(C)(C)OC(=O)C(CCC(OCC1=CC=CC=C1)=O)NC(NC(CCC(NC(C(=O)O)CCCCCC)=O)C(=O)OC(C)(C)C)=O